3-(4-((1-cyclopentyl-3-(2,6-dichloropyridin-4-yl)-1H-indazol-6-yl)methoxy)phenyl)butanoic acid C1(CCCC1)N1N=C(C2=CC=C(C=C12)COC1=CC=C(C=C1)C(CC(=O)O)C)C1=CC(=NC(=C1)Cl)Cl